1,1,1-TRICHLORODISILANE Cl[Si]([SiH3])(Cl)Cl